FC(C1=C(C=CC(=C1)C(F)(F)F)[C@@H](C)N1N=CC(=C1)NC(=O)C=1SC(=NN1)C1=NC=NC=C1)(F)F (R)-N-(1-(1-(2,4-bis(trifluoromethyl)phenyl)ethyl)-1H-pyrazol-4-yl)-5-(pyrimidin-4-yl)-1,3,4-thiadiazol-2-carboxamide